CC1N(CCN(C1=O)CC1=C(C=C(C=C1)C=1C=2N(C=C(N1)C=1C=NN(C1)C)N=CC2)C)C(=O)OC(C)(C)C tert-butyl 2-methyl-4-(2-methyl-4-(6-(1-methyl-1H-pyrazol-4-yl)pyrazolo[1,5-a]pyrazin-4-yl)benzyl)-3-oxopiperazine-1-carboxylate